methyl (2S)-3-(5-chloro-6-oxo-1-tetrahydropyran-2-yl-pyridazin-4-yl)-2-methyl-propanoate ClC1=C(C=NN(C1=O)C1OCCCC1)C[C@@H](C(=O)OC)C